3-(5-bromo-3-methyl-2-tetrahydropyran-4-yl-imidazol-4-yl)pyridine BrC1=C(N(C(=N1)C1CCOCC1)C)C=1C=NC=CC1